(R)-6-chloro-1-cyclopropyl-4-oxo-7-(2-((pyridin-2-yloxy)methyl)pyrrolidin-1-yl)-1,4-dihydro-quinoline-3-carboxylic acid ClC=1C=C2C(C(=CN(C2=CC1N1[C@H](CCC1)COC1=NC=CC=C1)C1CC1)C(=O)O)=O